ClC1=CC(=C(COC2=CC=CC(=N2)C2=CC(=C(CC3=NC4=C(N3[C@@H]3COCC3(C)C)C=C(C=C4)C(=O)O)C=C2C)F)C=C1)F (S)-2-(4-(6-((4-chloro-2-fluorobenzyl)oxy)pyridin-2-yl)-2-fluoro-5-methylbenzyl)-1-(4,4-dimethyltetrahydrofuran-3-yl)-1H-benzo[d]imidazole-6-carboxylic acid